4-[(4,4-difluorocyclohexyl)methyl]-3-{4H,5H,6H,7H-thieno[3,2-c]pyridin-5-ylmethyl}-4,5-dihydro-1,2,4-oxadiazol-5-one FC1(CCC(CC1)CN1C(=NOC1=O)CN1CC2=C(CC1)SC=C2)F